2-amino-6-(2-methoxybenzylamino)purine NC1=NC(=C2NC=NC2=N1)NCC1=C(C=CC=C1)OC